C\\1=CC(=O)O/C1=C\\C(=O)C(=O)O The molecule is a 2-oxo monocarboxylic acid that is pyruvic acid substituted at position 3 by a 5-oxofuran-2-ylidene group. It is a 2-oxo monocarboxylic acid and a butenolide. It derives from a pyruvic acid. It is a conjugate acid of a 2-oxo-3-(5-oxofuran-2-ylidene)propanoate.